N1C=NC=C1CCC(=O)O Imidazole-5-propionic acid